COC=1C=C2C(=C(/C(/C2=CC1OC)=C/C1=CC(=C(C(=C1)OC)OC)OC)C)CC(=O)OCC1N(CCC1)C (1-methylpyrrolidin-2-yl)methyl (Z)-2-(5,6-dimethoxy-2-methyl-1-(3,4,5-trimethoxybenzylidene)-1H-inden-3-yl)acetate